tert-butyl (4-((2-(2,6-dioxopiperidin-3-yl)-1,3-dioxoisoindolin-5-yl)amino) butyl)carbamate O=C1NC(CCC1N1C(C2=CC=C(C=C2C1=O)NCCCCNC(OC(C)(C)C)=O)=O)=O